1-(2-hydroxyethyl)-1H-pyrazole OCCN1N=CC=C1